ClC1=CC=C(C=C1)CCCC(=O)O 4-(p-chlorophenyl)butanoic acid